C1(=CC=CC=2C=CC=3C=C4C=CC=CC4=CC3C21)C2=CC=CC1=CC3=CC=CC=C3C=C21 Benzanthracenyl-Anthracen